CN1NC(=CC=C1)CO N-methylpyridazine-3-methanol